2-chloro-N-(3-cyano-2-fluoro-6-((oxetan-2-ylmethyl)amino)phenyl)-acetamide ClCC(=O)NC1=C(C(=CC=C1NCC1OCC1)C#N)F